2-(4-methoxyphenyl)-2-phenyl-5-methoxycarbonyl-6-hydroxy-2H-naphtho[1,2-b]pyran COC1=CC=C(C=C1)C1(C=CC2=C(O1)C1=CC=CC=C1C(=C2C(=O)OC)O)C2=CC=CC=C2